[S].[Fe].[Pb] lead iron sulfur